3-(5-bromo-2-oxobenzo[cd]indol-1(2H)-yl)-1-(4-methoxybenzyl)-1H-pyrrole-2,5-dione BrC=1C=CC=2C(N(C3=CC=CC1C23)C=2C(N(C(C2)=O)CC2=CC=C(C=C2)OC)=O)=O